tert-butyl 2-chloro-5-oxo-7-(propan-2-yl)-5,6,7,8-tetrahydro-1,6-naphthyridine-6-carboxylate ClC1=NC=2CC(N(C(C2C=C1)=O)C(=O)OC(C)(C)C)C(C)C